ON(C[C@H](C=1C=NN(C1C(F)(F)F)C)C(C(=O)OCC)C(=O)OCC)O diethyl 2-[(1S)-2-(dihydroxyamino)-1-[1-methyl-5-(trifluoromethyl)pyrazol-4-yl]ethyl]propanedioate